(1S,2'S,6'S)-6-chloro-2'-methyl-6'-(1-methyltriazol-4-yl)spiro[isochromane-1,4'-piperidine] ClC=1C=C2CCO[C@]3(C[C@@H](N[C@@H](C3)C=3N=NN(C3)C)C)C2=CC1